C1(CCCCC1)P(C1=C(C=CC=C1)C1=C(C=CC=C1OC(C)C)OC(C)C)C1CCCCC1.[Pd+2] palladium (II) 2-dicyclohexylphosphino-2',6'-diisopropyloxy-1,1'-biphenyl